C(C)(P(O)(O)=O)P(O)(O)=O ethylidene-diphosphonic acid